2,4-difluoro-hydroxybenzoic acid FC1=C(C(=O)O)C=CC(=C1O)F